perfluorobutyl-sulfotriphenylsulfonium diammonium hydrate O.[NH4+].[NH4+].FC1=C(C(=C(C(=C1F)F)[S+](C1=C(C(=C(C(=C1F)F)F)F)F)C1=C(C(=C(C(=C1F)F)F)F)F)S(=O)(=O)O)C(C(C(C(F)(F)F)(F)F)(F)F)(F)F